C1(CC1)C=1C=C(C=C(C1)N1C(C2=CC(=CC(=C2C1)F)C=O)=O)C1=C(C=C(C=C1)C#N)C1=NN=CN1C 3'-cyclopropyl-5'-(4-fluoro-6-formyl-1-oxo-3H-isoindol-2-yl)-2-(4-methyl-1,2,4-triazol-3-yl)-[1,1'-biphenyl]-4-carbonitrile